4-oxo-4H-pyrido[1,2-a]pyrimidinium O=C1C=C[NH+]=C2N1C=CC=C2